BrC=1C(=NC(=CC1)Cl)C(C#N)C#N 2-(3-bromo-6-chloro-2-pyridinyl)malononitrile